CCCCCCCC[Si] n-octylsilane